(tricumyl)iodonium tetrakis(pentafluorophenyl)borate methyl-(1S,4s)-4-(2-(((R)-2-(3-fluorophenyl)-2-hydroxyethyl)amino)propan-2-yl)cyclohexane-1-carboxylate COC(=O)C1CCC(CC1)C(C)(C)NC[C@H](O)C1=CC(=CC=C1)F.FC1=C(C(=C(C(=C1[B-](C1=C(C(=C(C(=C1F)F)F)F)F)(C1=C(C(=C(C(=C1F)F)F)F)F)C1=C(C(=C(C(=C1F)F)F)F)F)F)F)F)F.C(C)(C)(C1=CC=CC=C1)[IH+](C(C)(C)C1=CC=CC=C1)C(C)(C)C1=CC=CC=C1